C(C)N1CCC(CC1)C(C=1C=CC2=C(SC(=C2)C(=O)NC=2C=C(C=CC2F)NC(=O)C2=CC3=C(OCCO3)C=C2)C1)O N-(3-(6-((1-Ethylpiperidin-4-yl)(hydroxy)methyl)benzo[b]thiophene-2-carboxamido)-4-fluorophenyl)-2,3-dihydrobenzo[b][1,4]dioxine-6-carboxamide